(2R,4R)-4-hydroxy-1-{6-oxo-1-propyl-8-[1-(3-trifluoromethyl-benzyl)-1H-pyrazol-4-yl]-6,7-dihydro-1H-purin-2-yl}-pyrrolidine-2-carboxylic acid O[C@@H]1C[C@@H](N(C1)C=1N(C(C=2NC(=NC2N1)C=1C=NN(C1)CC1=CC(=CC=C1)C(F)(F)F)=O)CCC)C(=O)O